3-[(4-ethynyl-thiophen-3-yloxy)methyl]pyridine C(#C)C=1C(=CSC1)OCC=1C=NC=CC1